FC=1C(=C(C=CC1)C(=O)N1[C@@H]2[C@@H](C[C@H](C1)C2)OC2=NC=C(C=C2)C(F)(F)F)C2=NC=CC=N2 (3-fluoro-2-(pyrimidin-2-yl)phenyl)((1S,4R,6R)-6-((5-(trifluoromethyl)pyridin-2-yl)oxy)-2-azabicyclo[2.2.1]heptan-2-yl)methanone